N-(2-(2-cyclopropylthiazol-5-yl)-4-ethoxyquinolin-6-yl)oxetane-3-carboxamide C1(CC1)C=1SC(=CN1)C1=NC2=CC=C(C=C2C(=C1)OCC)NC(=O)C1COC1